C(C)(C)(C)OC(=O)N1CC(CC1)C=1C=CC(=NC1OC)C(=O)OC methyl 5-(1-(tert-Butoxycarbonyl) pyrrolidin-3-yl)-6-methoxypyridinecarboxylate